CC=1N=C(SC1C=1C=NN(C1)C(C)(C)C)N 4-methyl-5-[1-(2-methylprop-2-yl)pyrazol-4-yl]-1,3-thiazol-2-amine